4-[(2S)-2-(dimethylamino)-3-[3-(pyrimidin-5-yl)-3-[1-(trifluoromethyl)cyclopropyl]propanamido]propyl]-2-fluorobenzamide CN([C@@H](CC1=CC(=C(C(=O)N)C=C1)F)CNC(CC(C1(CC1)C(F)(F)F)C=1C=NC=NC1)=O)C